C(C)OC1=C(C=C2CCN(C(C2=C1)CC1=CNC2=CC=C(C=C12)OC)C(=O)N1CCOCC1)OC (7-ethoxy-6-methoxy-1-((5-methoxy-1H-indol-3-yl)methyl)-3,4-dihydroisoquinolin-2(1H)-yl)(morpholino)methanone